BrC1=CC2=C(C3=C(O2)C=C(C=C3)N)C=C1 7-bromodibenzo[b,d]furan-3-amine